Methyl (2R,4R)-4-[[5-[8-(trifluoromethyl)quinoxalin-5-yl]-5-azaspiro[2.4]heptane-7-carbonyl]amino]pyrrolidine-2-carboxylate FC(C=1C=CC(=C2N=CC=NC12)N1CC2(CC2)C(C1)C(=O)N[C@@H]1C[C@@H](NC1)C(=O)OC)(F)F